(4-(4-(aminomethyl)-1-oxo-1,2-dihydro-phthalazin-6-yl)-1-methyl-1H-pyrazol-5-yl)-4-chloro-6-(3-(fluoromethylene)pyrrolidin-1-yl)-3-fluorobenzonitrile NCC1=NNC(C2=CC=C(C=C12)C=1C=NN(C1C1=C(C#N)C(=CC(=C1F)Cl)N1CC(CC1)=CF)C)=O